C(C)N(C(C)C)CC=1SC2=C(N1)C=C(C=C2)C=2CC[C@@H](CN2)C N-ethyl-N-[[5-[(3S)-3-methyl-2,3,4,5-tetrahydropyridin-6-yl]-1,3-benzothiazol-2-yl]methyl]propan-2-amine